CN(C=1C=C2CN(C(C2=CC1)=O)C1C(NC(CC1)=O)=O)[C@@H]1CN(CC1)CC=1C=NC2=CC=CC=C2C1 3-(5-(Methyl((S)-1-(quinolin-3-ylmethyl)pyrrolidin-3-yl)amino)-1-oxoisoindolin-2-yl)piperidine-2,6-dione